Racemic-2-methoxy-5-[[2-oxo-2-[(2R,5S)-5-methyl-2-[2-(1,5,5-trimethylpyrrolidin-3-yl)-1,3-benzothiazol-5-yl]-1-piperidyl]acetyl]amino]pyridine-3-carboxamide COC1=NC=C(C=C1C(=O)N)NC(C(N1[C@H](CC[C@@H](C1)C)C=1C=CC2=C(N=C(S2)[C@H]2CN(C(C2)(C)C)C)C1)=O)=O |&1:29|